BrCC=1C(=NC=CC1)CBr bis-(bromomethyl)-pyridine